NC=1C=CC(=C(C1)CCC(C(=O)N)O[Si](C1=CC=CC=C1)(C1=CC=CC=C1)C(C)(C)C)N1CCN(CC1)C 2-[5-Amino-2-(4-methylpiperazin-1-yl)phenyl]ethyl-2-[(tert-butyldiphenylsilyl)oxy]acetamide